ClC1=NC=CC2=C1C=CN2[C@@H]2C=C([C@H]1OC(O[C@H]12)(C)C)C=C 4-Chloro-1-((3aS,4R,6aR)-2,2-dimethyl-6-vinyl-4,6a-dihydro-3aH-cyclopenta[d][1,3]dioxol-4-yl)-1H-pyrrolo[3,2-c]pyridine